7-fluoro-6-(4,4,5,5-tetramethyl-1,3,2-dioxaborolan-2-yl)-1-(triisopropylsilyl)-1H-indole FC=1C(=CC=C2C=CN(C12)[Si](C(C)C)(C(C)C)C(C)C)B1OC(C(O1)(C)C)(C)C